[6-HYDROXY-5-(3,3,3-TRIFLUORO-2-HYDROXY-PROPYL)PYRIMIDIN-4-YL]AMMONIUM CHLORIDE [Cl-].OC1=C(C(=NC=N1)[NH3+])CC(C(F)(F)F)O